CC1=C(C#N)C=CC(=C1)N1[C@@H](C[C@H](CC1)OCC=1C(=NOC1C1CC1)C1=C(C=CC=C1Cl)Cl)C methyl-4-((2R,4S)-4-((5-cyclopropyl-3-(2,6-dichlorophenyl)isoxazol-4-yl)methoxy)-2-methylpiperidin-1-yl)benzonitrile